(((1S,5R)-8-oxabicyclo[3.2.1]oct-2-en-3-yl)oxy)trimethylsilane [C@@H]12C=C(C[C@@H](CC1)O2)O[Si](C)(C)C